9-{5-O-[Bis(4-methoxyphenyl)(phenyl)methyl]-3-O-[tert-butyl(dimethyl)silyl]-β-D-ribofuranosyl}-6-chloro-9H-purine COC1=CC=C(C=C1)C(OC[C@@H]1[C@H]([C@H]([C@@H](O1)N1C2=NC=NC(=C2N=C1)Cl)O)O[Si](C)(C)C(C)(C)C)(C1=CC=CC=C1)C1=CC=C(C=C1)OC